BrC(C#N)C1=CC=CC=C1 2-Bromo-2-phenylacetonitrile